1-(4-(6-(benzyloxy)-3,4-dihydronaphthalen-1-yl)-2-fluoro-5-methoxyphenyl)-4-(dimethoxymethyl)piperidine C(C1=CC=CC=C1)OC=1C=C2CCC=C(C2=CC1)C1=CC(=C(C=C1OC)N1CCC(CC1)C(OC)OC)F